C(CCC(=O)O)CC(=O)O The molecule is an alpha,omega-dicarboxylic acid that is the 1,4-dicarboxy derivative of butane. It has a role as a food acidity regulator and a human xenobiotic metabolite. It is a conjugate acid of an adipate(1-).